C(C)OC(=O)C=1C(=NC(=NC1)NCCC)NC1CCC(CC1)O 4-(((1r,4r)-4-hydroxycyclohexyl)amino)-2-(propylamino)pyrimidine-5-carboxylic acid ethyl ester